N[C@@H]1CN(CC[C@@H]1F)C1=NC2=C(N1CC1=NC=C(C=C1)C#N)C=C(C=C2)C#N 2-((3R,4S)-3-Amino-4-fluoropiperidin-1-yl)-1-((5-cyanopyridin-2-yl)methyl)-1H-benzo[d]imidazol-6-carbonitril